(1H-indol-5-yl)-(4-methoxypiperidin-1-yl)methanone N1C=CC2=CC(=CC=C12)C(=O)N1CCC(CC1)OC